[V].CC(C(=O)O)(C)C trimethylacetic acid vanadium